benzyl (2S)-2-(cyanomethyl)-4-[2-methylsulfinyl-7-(1-naphthyl)-6,8-dihydro-5H-pyrido[3,4-d]pyrimidin-4-yl]piperazine-1-carboxylate C(#N)C[C@@H]1N(CCN(C1)C=1C2=C(N=C(N1)S(=O)C)CN(CC2)C2=CC=CC1=CC=CC=C21)C(=O)OCC2=CC=CC=C2